7-(1-methyl-1H-pyrazol-4-yl)-8-morpholino-2,3-dihydrobenzo[b][1,4]dioxine CN1N=CC(=C1)C=1C=CC2=C(OCCO2)C1N1CCOCC1